2-(3-(tert-butoxycarbonyl)-3,8-diazabicyclo[3.2.1]oct-8-yl)-4-cyanobenzo[d]thiazole-6-carboxylic acid C(C)(C)(C)OC(=O)N1CC2CCC(C1)N2C=2SC1=C(N2)C(=CC(=C1)C(=O)O)C#N